(3-(4-chlorophenoxy)-2-hydroxypropyl) carbamate C(N)(OCC(COC1=CC=C(C=C1)Cl)O)=O